CC=1C(=NOC1C)NS(=O)(=O)C1=C(C=CC=C1)C1=C(C=C(C=C1)C=1OC=CN1)CN(C(CC(C)(C)C)=O)C N-[[2'-[[(4,5-dimethyl-3-isoxazolyl)amino]sulfonyl]-4-(2-oxazolyl)[1,1'-biphenyl]-2-yl]methyl]-N,3,3-trimethylbutanamide